COC(C1=C(C(=C(C(=C1)C=O)F)F)NC1=C(C=C(C=C1)C)F)=O.FC(C(=O)NC(C(C)(C)O)C1=CC(=CC=C1)C(F)(F)F)(F)F 2,2,2-trifluoro-N-(2-hydroxy-2-methyl-1-(3-(trifluoromethyl)phenyl)propyl)acetamide methyl-3,4-difluoro-2-((2-fluoro-4-methylphenyl)amino)-5-formylbenzoate